N=1C=NN2C1C=C(C=C2)OC2=C(C=C(C=C2)NC2=NC=NN1C2=C(N=C1)C1CCN(CC1)C(=O)OC(C)(C)C)C tert-butyl 4-(4-((4-([1,2,4]triazolo[1,5-a]pyridin-7-yloxy)-3-methylphenyl)amino)imidazo[5,1-f][1,2,4]triazin-5-yl)piperidine-1-carboxylate